C(=O)(O)CCC1(C2=C(C=CC=C2C=2C=CC=C(C12)C1=CC=CC=C1)C1=CC=CC=C1)CCC(=O)O 9,9-bis(2-carboxyethyl)-1,8-diphenylfluorene